methyl 2,4,6-tris(α-hydroxyisopropyl)benzoate OC(C)(C)C1=C(C(=O)OC)C(=CC(=C1)C(C)(C)O)C(C)(C)O